CC1=CSC=2N1C(C=CN2)=O 3-methyl-5H-[1,3]thiazolo[3,2-a]pyrimidin-5-one